allyl (4S)-5-[[(1S)-1-[[(1S)-2-[4-(bromomethyl)anilino]-1-methyl-2-oxo-ethyl]carbamoyl]-2-methyl-propyl]amino]-4-(tert-butoxycarbonylamino)-5-oxo-pentanoate BrCC1=CC=C(NC([C@H](C)NC(=O)[C@H](C(C)C)NC([C@H](CCC(=O)OCC=C)NC(=O)OC(C)(C)C)=O)=O)C=C1